3-(4-chlorophenyl)propanamid ClC1=CC=C(C=C1)CCC(=O)N